C(C)(C)(C)OC(=O)N(CC1CCC1)COC(=O)C1=CC=C2C(=N1)C(CC2)(C)C [(tert-butoxycarbonyl)(cyclobutylmethyl)amino]methyl-7,7-dimethyl-5H,6H-cyclopenta[b]pyridine-2-carboxylate